FC1(C[C@@H]([C@@H](CC1)O)[C@@H]1N2C(C3=CC=CC=C13)=CN=C2)F (1R,2R)-4,4-difluoro-2-((S)-5H-imidazo[5,1-a]isoindol-5-yl)cyclohexan-1-ol